(S)-1-(1-((3-Chloro-2,5-dimethylpyridin-4-yl)oxy)-8-((1,1,1-trifluoropropan-2-yl)oxy)isoquinolin-6-yl)-4-ethyl-3-(hydroxymethyl)-1H-1,2,4-triazol-5(4H)-one ClC=1C(=NC=C(C1OC1=NC=CC2=CC(=CC(=C12)O[C@H](C(F)(F)F)C)N1N=C(N(C1=O)CC)CO)C)C